OC=1C=C(C=CC1)C1=NC=C2NC(N(C2=N1)C1=C(C=C(C=C1)OC)C)=O 2-(3-Hydroxyphenyl)-9-(4-methoxy-2-methylphenyl)-8-oxo-8,9-dihydro-7H-purine